(S)-1-(3-oxo-3-((S)-3-(trifluoromethyl)-6,7,7a,8,10,11-hexahydropyrazino[1,2-a]pyrido[3,2-f][1,4]diazepine-9(5H)-yl)propoxy)propanol O=C(CCO[C@@H](CC)O)N1C[C@H]2N(C3=C(CNC2)C=C(C=N3)C(F)(F)F)CC1